C(C)(C)(C)OC(=O)N1CCC(CC1)C1=C(C(=CC=C1)C1=NNC(O1)=O)F 4-[2-fluoro-3-(2-oxo-3H-1,3,4-oxadiazol-5-yl)phenyl]piperidine-1-carboxylic acid tert-butyl ester